BrC1=CC=C(C=C1)C(C)NC1=CC=CC=C1 N-(1-p-bromophenyl-ethyl)-aniline